[Na+].S(=O)(=O)([O-])OCCCCCC(C)C isooctanol sulfate sodium salt